3-(cyclopropanecarbonyl)-4-fluoro-2-(3-methyl-4-methanesulfonylphenyl)benzonitrile C1(CC1)C(=O)C=1C(=C(C#N)C=CC1F)C1=CC(=C(C=C1)S(=O)(=O)C)C